N,N-dioctyl-(triethylsilyl)amine C(CCCCCCC)N(CCCCCCCC)[Si](CC)(CC)CC